CN(C1CCN(CC1)C1=CC=C(C=C1)NC=1N=CC2=C(N1)N(C(C=C2C#C)=O)C2=CC=CC=C2)C 2-({4-[4-(Dimethylamino)piperidin-1-yl]phenyl}amino)-5-ethynyl-8-phenylpyrido[2,3-d]pyrimidin-7-one